anthraquinone-2,6-disulphonic acid C1=C(C=CC=2C(C3=CC(=CC=C3C(C12)=O)S(=O)(=O)O)=O)S(=O)(=O)O